CSC[C@@H](C(=O)NCC(=O)[O-])NC(=O)CC[C@@H](C(=O)[O-])[NH3+] The molecule is an S-substituted glutathione(1-) resulting from the protonation of the primary amino group and the deprotonation of both of the carboxy groups of S-methyl glutathione. The major microspecies at pH 7.3. It is a S-substituted glutathione(1-) and a methyl sulfide. It derives from a glutathionate(1-). It is a conjugate base of a S-methylglutathione zwitterion.